N-(3-(4,4-Difluoropiperidin-1-yl)propyl)-N-methyl-4'-(5-(trifluoromethyl)-1,2,4-oxadiazol-3-yl)-[2,2'-bipyridin]-5-amine FC1(CCN(CC1)CCCN(C=1C=CC(=NC1)C1=NC=CC(=C1)C1=NOC(=N1)C(F)(F)F)C)F